ClC=1C=C(C=CC1)CC(=O)NC=1C=C2C=CC=NC2=CC1 2-(3-chlorophenyl)-N-(quinolin-6-yl)acetamide